2-fluoro-5-[(1-methylcyclopropyl)sulfamoyl]benzamide FC1=C(C(=O)N)C=C(C=C1)S(NC1(CC1)C)(=O)=O